ClC1=CC=C2C(C=C(N(C2=C1)C(C)C)C)=O 7-chloro-1-isopropyl-2-methyl-quinolin-4-one